2,3,4,5,6-pentahydroxyhexanal OC(C=O)C(C(C(CO)O)O)O